5-(3-(2,6-difluoro-3,5-dimethoxyphenyl)-1-ethyl-2-oxo-1,2,3,4-tetrahydropyrido[4,3-d]pyrimidin-7-yl)-N-ethyl-picolineamide FC1=C(C(=C(C=C1OC)OC)F)N1C(N(C2=C(C1)C=NC(=C2)C=2C=CC(=NC2)C(=O)NCC)CC)=O